ClC=1C=C(CN2C[C@H]([C@@H](CC2)NC2=C3C(=NC=C2C(=O)NC)NC=C3)F)C=CC1 4-((trans-1-(3-Chlorobenzyl)-3-fluoropiperidin-4-yl)amino)-N-methyl-1H-pyrrolo[2,3-b]pyridine-5-carboxamide